4-[2-(4-chloro-3-fluorophenoxy)acetamido]-N-{[5-(difluoromethoxy)pyridin-2-yl]methyl}bicyclo[2.1.1]hexane-1-carboxamide ClC1=C(C=C(OCC(=O)NC23CCC(C2)(C3)C(=O)NCC3=NC=C(C=C3)OC(F)F)C=C1)F